3-(5-cyclopropoxy-4-(trifluoromethyl)pyridin-2-yl)-N-(3-methyl-pyridin-2-yl)-1,2,4-thiadiazol-5-amine C1(CC1)OC=1C(=CC(=NC1)C1=NSC(=N1)NC1=NC=CC=C1C)C(F)(F)F